FC(C)(C)C1=NC(=CC(=N1)NC1=CC(=NC=C1OCCOC)NC(C)=O)C N-(4-((2-(2-fluoroprop-2-yl)-6-methylpyrimidin-4-yl)amino)-5-(2-methoxyethoxy)pyridin-2-yl)acetamide